acryloxyheptyl-triethoxysilane C(C=C)(=O)OCCCCCCC[Si](OCC)(OCC)OCC